(E)-4-(2-(dimethylamino)vinyl)-5-nitropicolinonitrile CN(/C=C/C1=CC(=NC=C1[N+](=O)[O-])C#N)C